FC(OC1=C(C(=CC=C1)F)C=1C=C2C=NN(C2=CC1)COCC[Si](C)(C)C)F 5-(2-(Difluoromethoxy)-6-fluorophenyl)-1-((2-(trimethylsilyl)ethoxy)methyl)-1H-indazole